C(C1=CC=CC=C1)OC=1C=C2C=CC(=C(C2=CC1)OC1=CC=C(C=C1)N1CCN(CC1)CCCCCOCC(=O)[O-])C1=C(C=C(C=C1)S(=O)(=O)C)C(C)(C)C 2-((5-(4-(4-((6-(benzyloxy)-2-(4-(methylsulfonyl) tert-butyl phenyl)naphthalen-1-yl)oxy)phenyl)piperazin-1-yl)pentyl)oxy)acetate